C(#N)C1CN(CCC1C(=O)[O-])C(=O)[O-] 3-cyanopiperidine-1,4-dicarboxylate